(3-acetamido-6-acetyl-2-nitro-phenyl) 4-[2-[2-[2-[2-[2-(2-benzyloxyethoxy) ethoxy]ethoxy] ethoxy]ethoxy] ethylmethyl-amino]benzoate C(C1=CC=CC=C1)OCCOCCOCCOCCOCCOCCN(C1=CC=C(C(=O)OC2=C(C(=CC=C2C(C)=O)NC(C)=O)[N+](=O)[O-])C=C1)C